C1(CC1)C1=NC=NC(=C1C=1N=C(C2=C(N1)NC=C2CNC)OCC2=CC=C(C=C2)C=2N(C=C(N2)C(F)(F)F)C)OC 1-[2-(4-cyclopropyl-6-methoxy-pyrimidin-5-yl)-4-[[4-[1-methyl-4-(trifluoromethyl)imidazol-2-yl]phenyl]methoxy]-7H-pyrrolo[2,3-d]pyrimidin-5-yl]-N-methyl-methanamine